N1=C(C=CC2=CC=CC=C12)C1=CC=C(C#N)C=C1 4-(quinolin-2-yl)benzonitrile